tert-Butyl ((3S,5R)-1-(3-aminopyridin-4-yl)-5-methylpiperidin-3-yl)carbamate NC=1C=NC=CC1N1C[C@H](C[C@H](C1)C)NC(OC(C)(C)C)=O